(2-chloro-4-((5-Methoxybenzofuran-7-yl)oxy)phenyl)(4-chloro-7H-pyrrolo[2,3-d]pyrimidin-5-yl)methanone ClC1=C(C=CC(=C1)OC1=CC(=CC=2C=COC21)OC)C(=O)C2=CNC=1N=CN=C(C12)Cl